5-formyl-cytidine C(=O)C=1C(=NC(N([C@H]2[C@H](O)[C@H](O)[C@@H](CO)O2)C1)=O)N